NCCCNC1CCCCC1 N-(3-aminopropyl)cyclohexane-amine